3-(1H-Pyrazol-3-ylamino)-5-bromo-1-methylpyridin-2(1H)-one N1N=C(C=C1)NC=1C(N(C=C(C1)Br)C)=O